COC(C1=NC(=CC=C1)S(N)(=O)=O)=O 6-sulfamoyl-picolinic acid methyl ester